Ethyl 2-(N-(4-(4-(7-(4,4-difluoropiperidin-1-yl)-2,3-dihydrofuro[2,3-c]pyridin-5-yl)-1H-pyrazol-1-yl)-3-(6-azaspiro[2.5]octan-6-yl)phenyl)sulfamoyl)acetate FC1(CCN(CC1)C=1N=C(C=C2C1OCC2)C=2C=NN(C2)C2=C(C=C(C=C2)NS(=O)(=O)CC(=O)OCC)N2CCC1(CC1)CC2)F